1-(3,5-Difluorophenoxy)-3-iodo-5-nitrobenzene FC=1C=C(OC2=CC(=CC(=C2)[N+](=O)[O-])I)C=C(C1)F